tert-Butyl 7-chloro-11a-methyl-9-oxo-3,4,11,11a-tetrahydro-1H-pyrazino[1',2':3,4]imidazo[1,2-c]pyrimidine-2(9H)-carboxylate ClC=1C=C2N(C(N1)=O)CC1(N2CCN(C1)C(=O)OC(C)(C)C)C